5-phenyl-4,5,6,7-tetrahydro-1H-indazole-3-carboxylic acid C1(=CC=CC=C1)C1CC=2C(=NNC2CC1)C(=O)O